NC1=C(C(=NN1C1(CC1)C)C1=CC=C(C=C1)CC(=O)NC1=CC(=NO1)C1=C(C=C(C=C1)F)Cl)C#N 2-(4-(5-Amino-4-cyano-1-(1-methylcyclopropyl)-1H-pyrazol-3-yl)phenyl)-N-(3-(2-chloro-4-fluorophenyl)isoxazol-5-yl)acetamide